6-(methoxy-d3)pyridine-2-carboxylic acid methyl ester COC(=O)C1=NC(=CC=C1)OC([2H])([2H])[2H]